C(C)[C@@H]1C(OCC=2C(N3CC=4C(=NC=5C=CC=CC5C4CC)C3=CC21)=O)=O.[Na].[Na].[Na] Trisodium (4S)-4,11-diethyl-3,14-dioxo-3,4,12,14-tetrahydro-1H-pyrano[3',4':6,7]indolizino[1,2-b]quinoline